[Br-].C(C(=C)C)(=O)OCCC[N+](C)(C)C 3-(methacryloyloxy)propyltrimethylammonium bromide